5-bromo-2-fluoro-phenol BrC=1C=CC(=C(C1)O)F